(3S)-4-(7-(6-(bis(4-methoxybenzyl)amino)-4-methyl-3-(trifluoromethyl)pyridine-2-yl)-6-chloro-2,8-difluoroquinazolin-4-yl)-3-methylpiperazine-1-carboxylic acid tert-butyl ester C(C)(C)(C)OC(=O)N1C[C@@H](N(CC1)C1=NC(=NC2=C(C(=C(C=C12)Cl)C1=NC(=CC(=C1C(F)(F)F)C)N(CC1=CC=C(C=C1)OC)CC1=CC=C(C=C1)OC)F)F)C